C(C)OC=1C=2N(C=C(N1)C(=O)O)C=C(N2)C21COC(C2)(C1)C 8-ethoxy-2-(1-methyl-2-oxabicyclo[2.1.1]hex-4-yl)imidazo[1,2-a]pyrazine-6-carboxylic acid